5-(3-(carboxymethyl)-2,5-dihydroxybenzoylamino)nicotinic acid C(=O)(O)CC=1C(=C(C(=O)NC=2C=NC=C(C(=O)O)C2)C=C(C1)O)O